BrCCCCCCOC(CCC(OCCCCC\C=C/CC)OCCCCC\C=C/CC)=O 4,4-bis(((Z)-non-6-en-1-yl)oxy)butanoic acid 6-bromohexyl ester